3-(2-nitro-1-phenylethyl)-2-(4-(4,4,5,5-tetramethyl-1,3,2-dioxaborolan-2-yl)phenyl)-1H-indole [N+](=O)([O-])CC(C1=CC=CC=C1)C1=C(NC2=CC=CC=C12)C1=CC=C(C=C1)B1OC(C(O1)(C)C)(C)C